methyl 2-(2,2,2-trifluoroethyl)-2H-thieno[3,2-c]pyrazole-5-carboxylate FC(CN1N=C2C(=C1)SC(=C2)C(=O)OC)(F)F